4-amino-N-[5-methyl-4,4-di(prop-2-yl)-3-oxa-4-silahex-1-yl]benzenesulfonamide NC1=CC=C(C=C1)S(=O)(=O)NCCO[Si](C(C)C)(C(C)C)C(C)C